Ethyl 7-[(4-methoxyphenyl)methyl-methyl-amino]-5-[(6-methyl-2-pyridyl)amino]pyrazolo[1,5-a]pyrimidine-3-carboxylate COC1=CC=C(C=C1)CN(C1=CC(=NC=2N1N=CC2C(=O)OCC)NC2=NC(=CC=C2)C)C